ClC1=C(C=2N=C(N=C(C2C=N1)N1CC2CCC(C1)N2C(=O)OC(C)(C)C)OCC2(CC2)CO)F tert-butyl 3-[7-chloro-8-fluoro-2-[[1-(hydroxymethyl)cyclopropyl]methoxy]pyrido[4,3-d]pyrimidine-4-yl]-3,8-diazabicyclo[3.2.1]octane-8-carboxylate